C(C)N(C(OC(C)(C)C)=O)CCCCC1=NC2=CC=CC=C2C(N1CC(C)(C)C)=O tert-butyl ethyl(4-(3-neopentyl-4-oxo-3,4-dihydroquinazolin-2-yl)butyl)carbamate